ethyl (2E)-3-{1-[6-(benzyloxy)hexyl]-4-methyl-1H-benzotriazol-5-yl}prop-2-enoate C(C1=CC=CC=C1)OCCCCCCN1N=NC2=C1C=CC(=C2C)/C=C/C(=O)OCC